(2R)-2-{[(1,2,3,5,6,7-hexahydro-s-indacen-4-yl)carbamoyl]oxy}-4-phenylbutanoic acid ethyl ester C(C)OC([C@@H](CCC1=CC=CC=C1)OC(NC1=C2CCCC2=CC=2CCCC12)=O)=O